COC1=C(C=CC(=C1)[N+](=O)[O-])[NH+]1NN(N=C1C1=C(C=C(C=C1)S(=O)(=O)O)S(=O)(=O)O)C1=CC=C(C=C1)[N+](=O)[O-] (2-methoxy-4-nitro-phenyl)-3-(4-nitro-phenyl)-5-(2,4-disulpho-phenyl)-2H-tetrazolium